(S)-7-((4-((2-hydroxy-1-phenylethyl)amino)-5-(1,3,4-oxadiazol-2-yl)pyrimidin-2-yl)amino)-3,4-dihydro-1H,10H-[1,3,4]oxadiazino[4,3-a]indazol-10-one OC[C@H](C1=CC=CC=C1)NC1=NC(=NC=C1C=1OC=NN1)NC=1C=CC=2C(N3N(C2C1)CCOC3)=O